OC1(CC(C1)C(=O)N1CC2(C1)CC(C2)CC2=CC=CC=1N2N=CC1)C ((1s,3s)-3-Hydroxy-3-methylcyclobutyl)(6-(pyrazolo[1,5-a]pyridin-7-ylmethyl)-2-azaspiro[3.3]heptan-2-yl)methanon